C(C=C)(=O)O.C(C=C)(=O)N Acrylamide Acrylate